[Mo].C(CCC)C1=C(C=CC=C1)SSC1=C(C=CC=C1)CCCC di(n-butyl-phenyl) disulfide molybdenum